COC1=CC=C(C=C1)N(C1=CC=C(C=C1)C1(CC=C(C=C1)N(C1=CC=C(C=C1)OC)C1=CC=C(C=C1)OC)NC1=NC(=CC(=N1)OC)OC)C1=CC=C(C=C1)OC 1-(4-(bis(4-methoxyphenyl)amino)phenyl)-N1-(4,6-dimethoxy-pyrimidin-2-yl)-N4,N4-bis(4-methoxyphenyl)benzene-1,4-diamine